tert-butyl 3-(2-(2-(trifluoromethoxy)benzoyl)hydrazine-1-carbonyl)piperidine-1-carboxylate FC(OC1=C(C(=O)NNC(=O)C2CN(CCC2)C(=O)OC(C)(C)C)C=CC=C1)(F)F